tert-butyl 4-[(5-amino-2-oxo-2,3-dihydro-1H-indol-1-yl)methyl]piperidine-1-carboxylate NC=1C=C2CC(N(C2=CC1)CC1CCN(CC1)C(=O)OC(C)(C)C)=O